3,5-dimethoxyphenethylamine COC=1C=C(CCN)C=C(C1)OC